N(=[N+]=[N-])CCCCCCO[C@H]1CC[C@H]2[C@@H]3CC[C@H]4CC(CC[C@@]4([C@H]3CC[C@]12C)C)=O (5S,8R,9S,10S,13S,14S,17S)-17-(6-azidohexyloxy)-10,13-dimethyltetradecahydro-1H-cyclopenta[a]phenanthren-3(2H)-one